(4Z)-2-[[(1R,2R)-2-Methoxycyclopentyl]amino]-4-[(3-methylbenzimidazol-5-yl)methylene]-1H-imidazol-5-one CO[C@H]1[C@@H](CCC1)NC=1NC(/C(/N1)=C/C1=CC2=C(N=CN2C)C=C1)=O